N-(5-(3,5-Dimethoxyphenylethyl)-4-isopropoxypyridin-2-yl)-7-formyl-6-((4-methyl-2-oxopiperazin-1-yl)methyl)-3,4-dihydro-1,8-naphthyridine-1(2H)-carboxamide COC=1C=C(C=C(C1)OC)CCC=1C(=CC(=NC1)NC(=O)N1CCCC2=CC(=C(N=C12)C=O)CN1C(CN(CC1)C)=O)OC(C)C